Hydroxynicotine OC1=NC=C(C=C1)C1N(C)CCC1